NC1=CC=C(CO[NH-])C=C1 p-aminobenzyl-oxyamide